4-fluoroindoline FC1=C2CCNC2=CC=C1